CBZ-DL-ornithine C(=O)(OCC1=CC=CC=C1)N[C@@H](CCCN)C(=O)O |r|